IC1=NN(C=C1OC)C 3-iodo-4-methoxy-1-methylpyrazole